8-methyl-2,3-dihydro-1,4-benzoxazepin-5-one CC1=CC2=C(C(NCCO2)=O)C=C1